CN(CCC[C@H](C(C)C)N1CC2(C1)CN(CC2)C=2N=CN=NC2OC2=C(C(=O)N(C(C)C)C(C)C)C=C(C=C2)F)C (R)-2-((5-(2-(6-(dimethylamino)-2-methylhex-3-yl)-2,6-diazaspiro[3.4]oct-6-yl)-1,2,4-triazin-6-yl)oxy)-5-fluoro-N,N-diisopropylbenzamide